2-(3-azabicyclo[3.1.0]hexan-3-yl)-8-((R)-1-((6-chloro-2-(trifluoromethyl)pyridin-3-yl)amino)ethyl)-3,6-dimethylquinazolin-4(3H)-one C12CN(CC2C1)C1=NC2=C(C=C(C=C2C(N1C)=O)C)[C@@H](C)NC=1C(=NC(=CC1)Cl)C(F)(F)F